12,12-difluoro-7,14-dioxa-4,10,19,20-tetraazatetracyclo[13.5.2.12,6.018,21]tricosa-1(20),2,4,6(23),15,17,21-heptaen-9-one FC1(CNC(COC=2C=NC=C(C3=NNC4=CC=C(OC1)C=C34)C2)=O)F